1,3-bis(allyloxy)-5-(4-(allyloxy)styryl)benzene C(C=C)OC1=CC(=CC(=C1)C=CC1=CC=C(C=C1)OCC=C)OCC=C